COC(C(CC(C)([N+](=O)[O-])C)CO)=O (hydroxymethyl)-4-methyl-4-nitropentanoic acid methyl ester